N(=[N+]=[N-])CCOCCOCCOCCOCC1=CC(=C(C(=C1)OC)C1=CC=C(C=C1)C[C@@H](C(=O)O)NC(C1=C(C=CC=C1F)F)=O)OC (S)-3-(4'-(13-azido-2,5,8,11-tetraoxatridecyl)-2',6'-dimethoxy-[1,1'-biphenyl]-4-yl)-2-(2,6-difluorobenzamido)propanoic acid